4-bromo-6-chloro-1-ethoxy-2,7-naphthyridine BrC1=CN=C(C2=CN=C(C=C12)Cl)OCC